BrC1=C(C=C(C=C1)F)N1C=NN(C1=O)CSC1=CC(=C(OCC(=O)O)C=C1)C 2-(4-(((4-(2-Bromo-5-fluorophenyl)-5-oxo-4,5-dihydro-1H-1,2,4-triazol-1-yl)methyl)thio)-2-methylphenoxy)-acetic acid